1-((6-(1H-1,2,3-triazol-1-yl)pyridazin-3-yl)methyl)-4-(1-(fluoromethyl)cyclopropyl)-1,4-dihydropyrazine-2,3-dione N1(N=NC=C1)C1=CC=C(N=N1)CN1C(C(N(C=C1)C1(CC1)CF)=O)=O